N1C=NC=C1C1=C(N=C2N1C=CC(=N2)CO)C2=NC(=NN2)C(F)(F)F [3-(1H-imidazol-5-yl)-2-[3-(trifluoromethyl)-1H-1,2,4-triazol-5-yl]imidazo[1,2-a]pyrimidin-7-yl]methanol